1-oxyl-2,2,5,5-tetramethylpyrrolidine ON1C(CCC1(C)C)(C)C